C(CCCCCCC)N(CCCCCCCC)CCC(C(=O)N)=C dioctylaminoethylacrylamide